C1=CC=CC=2SC3=CC=CC=C3B(C12)O 9H-9-bora-10-thiaanthracen-9-ol